C(C(=C)C)(=O)OO monohydroxy monomethacrylate